C[C@H]1OCCN(C1)C1=CC(NC(=N1)N1[C@@H](CCCCC1)CC=1SC=CC1)=O 6-((R)-2-methylmorpholino)-2-((S)-2-(thiophen-2-ylmethyl)azepan-1-yl)pyrimidin-4(3H)-one